(E)-N'-(1-(4-chlorophenyl)ethylidene)benzohydrazide ClC1=CC=C(C=C1)\C(\C)=N\NC(C1=CC=CC=C1)=O